2'-chloro-5'-methoxy-6-methyl-N-[5-(1-methyl-1H-1,2,4-triazole-3-carbonyl)-4H,5H,6H-pyrrolo[3,4-d][1,3]thiazol-2-yl]-[4,4'-bipyridine]-3-carboxamide ClC1=NC=C(C(=C1)C1=C(C=NC(=C1)C)C(=O)NC=1SC2=C(N1)CN(C2)C(=O)C2=NN(C=N2)C)OC